C(C1CC=C(C(=O)[O-])C=C1)(=O)[O-] dihydroterephthalate